COC1=C(C=CC(=C1)OC)S(=O)C(F)(F)F 2,4-Dimethoxy-1-((trifluoromethyl)sulfinyl)benzene